C(C)OC(C1=CC=C(C=C1)OC)OCC anisaldehyde diethylacetal